FC=1C(=C(C=CC1F)C(O)C1=C(C=CC=C1)O)OC ((3,4-difluoro-2-methoxyphenyl)(hydroxy)methyl)phenol